C(C1=CC=CC=C1)N1C(C(CC2=CC(=CC=C12)F)C)=O 1-benzyl-6-fluoro-3-methyl-3,4-dihydroquinolin-2(1H)-one